[4-[[(3,4-dimethylpyrimido[4',5':4,5]thieno[2,3-c]pyridazin-8-yl)amino]methyl]phenyl]-morpholino-methanone CC1=C(C2=C(N=N1)SC1=C2N=CN=C1NCC1=CC=C(C=C1)C(=O)N1CCOCC1)C